OC=1C(=C(OCC2=CC=C(C(=O)NCC(=O)O)C=C2)C=CC1)/C=N/OC (E)-(4-((3-hydroxy-2-((methoxyimino)methyl)phenoxy)methyl)benzoyl)glycine